N,N-dimethyl-aminoethyl-p-methyl-phenylboronic acid ammonium bromide [Br-].[NH4+].CN(C)CCC1=C(C=CC(=C1)C)B(O)O